[3-(3-cyclobutyl-1H-1,2,4-triazol-1-yl)phenyl]methanone C1(CCC1)C1=NN(C=N1)C=1C=C(C=CC1)C=O